CC=1C=C(C=C(C1)C)C1=NC=CC=2C3=C(C=CC12)C=C(C=C3)CC(C)(C)C 4-(3,5-dimethylphenyl)-8-neopentylbenzo[f]isoquinoline